C1(CC1)CON=C(NC(CC1=CC=CC=C1)=O)C1=C(C(=CC=C1OC(F)F)F)F N-(cyclopropylmethoxyimino-(6-difluoromethoxy-2,3-difluoro-phenyl)-methyl)-2-phenyl-acetamide